tert-Butyl (1R,4R)-5-[6-[2-(tert-butoxycarbonylamino)-3-cyano-7-fluoro-benzothiophen-4-yl]-5-methyl-7,9-dihydrofuro[3,4-f]quinazolin-1-yl]-2,5-diazabicyclo[2.2.1]heptane-2-carboxylate C(C)(C)(C)OC(=O)NC=1SC2=C(C1C#N)C(=CC=C2F)C=2C1=C(C=3C(=NC=NC3C2C)N2[C@H]3CN([C@@H](C2)C3)C(=O)OC(C)(C)C)COC1